N(C(=O)N)[2H] urea-d